vinyl-2-methylcyclohexane C(=C)C1C(CCCC1)C